IMIDAZOLO-PYRIDINE N1C=NC2=C1C=CC=N2